4-carboxyl-4'-aminoazobenzene C(=O)(O)C1=CC=C(C=C1)N=NC1=CC=C(C=C1)N